CC1=C(OC2=C1C(=CC=C2)CNC(OC(C)(C)C)=O)CNC tert-butyl ((3-methyl-2-((methylamino)methyl)benzofuran-4-yl)methyl)carbamate